C(C)(C)(C)C1=NN(C(=C1)NC(=O)NCC1=C(C=CC(=C1)F)OC=1C=C2C=NN(C2=CC1)CCO)C1=CC=C(C=C1)C 1-(3-tert-butyl-1-p-tolyl-1H-pyrazol-5-yl)-3-(5-fluoro-2-(1-(2-hydroxyethyl)-1H-indazol-5-yloxy)benzyl)urea